[[(methoxycarbonyl)[4-[(trifluoromethyl)thio]phenyl]amino]carbonyl]-indeno[1,2-e][1,3,4]oxadiazine-4a(3H)-carboxylic acid methyl ester COC(=O)C12C(N=NC(O1)C(=O)N(C1=CC=C(C=C1)SC(F)(F)F)C(=O)OC)=C1C=CC=CC1=C2